4-(8-azaspiro[bicyclo[3.2.1]octane-3,1'-cyclobutane]-3'-yl)morpholine hydrochloride Cl.C12(CC(C1)N1CCOCC1)CC1CCC(C2)N1